1-({(2R,4S)-2-[2-chloro-4-(4-chlorophenyl)phenyl]-4-methyl-1,3-dioxan-2-yl}methyl)-1H-1,2,4-triazole ClC1=C(C=CC(=C1)C1=CC=C(C=C1)Cl)[C@]1(OCC[C@@H](O1)C)CN1N=CN=C1